C(C=C)[C@]1(C(CCCC1)=O)CNC(OC1=CC=CC=C1)=O (S)-phenyl (1-allyl-2-oxocyclohexyl)methylcarbamate